N,N-Diethyl-oleamide C(C)N(C(CCCCCCC\C=C/CCCCCCCC)=O)CC